N(N)C1=CC=2C=CC3=CC=CC=C3C2C=C1 2-hydrazinophenanthrene